ClC=1C=CC(=C(C1)C1=CC(N(C=C1OC)CN1CN(NC1)C1=CC=C(C(=O)O)C=C1)=O)N1N=NC(=C1)Cl 4-(4-((4-(5-chloro-2-(4-chloro-1H-1,2,3-triazol-1-yl)phenyl)-5-methoxy-2-oxopyridin-1(2H)-yl)methyl)-1H-1,2,4-triazol-2-yl)benzoic acid